7-chloro-5-(4-chloro-2-fluorophenyl)-2,3-dimethyl-pyrido[3,4-b]pyrazine ClC1=CC=2C(=NC(=C(N2)C)C)C(=N1)C1=C(C=C(C=C1)Cl)F